C1(=CCCC1)OC(=CC)OC1=CCCC1 dicyclopentenyloxypropylene